[(1S,2S)-2-hydroxycyclohexyl]-4-methylbenzamide O[C@@H]1[C@@H](CCCC1)C1=C(C(=O)N)C=CC(=C1)C